Tetradecyl-phosphoric acid C(CCCCCCCCCCCCC)OP(O)(O)=O